C(CC)C1(C=CC=C1)[Hf](N(CC)CC)(N(CC)CC)N(CC)CC (n-propylcyclopentadienyl)tris(diethylamino)hafnium